BrC1=CC=C(S1)C=1N(C(C2=C(N(C(C21)=O)CC(CCCCCCCCCC)CCCCCCCC)C=2SC(=CC2)Br)=O)CC(CCCCCCCCCC)CCCCCCCC 3,6-bis(5-bromothiophen-2-yl)-2,5-bis(2-octyldodecyl)pyrrolo[3,4-C]pyrrole-1,4-dione